2-(2,4-difluorophenoxy)-N-[3-(methylsulfonylimino)phenyl]-5-(trifluoromethyl)pyridine-3-carboxamide FC1=C(OC2=NC=C(C=C2C(=O)NC=2CC(C=CC2)=NS(=O)(=O)C)C(F)(F)F)C=CC(=C1)F